SN[C@@H](CC(=O)O)C(=O)O sulfhydryl-aspartic acid